2,6-dimethyl-4-methylphenol CC1=C(C(=CC(=C1)C)C)O